tert-butyl (4RS,6R)-2-(4-chloro-2-fluorophenyl)-4,6-dimethyl-3-(pyridin-4-yl)-6,7-dihydropyrazolo[1,5-a]pyrazine-5(4H)-carboxylate ClC1=CC(=C(C=C1)C1=NN2C([C@H](N([C@@H](C2)C)C(=O)OC(C)(C)C)C)=C1C1=CC=NC=C1)F |&1:11|